ethyl 2-((1,2,3,5,6,7-hexahydro-s-indacen-4-yl)amino)-5-(pyridin-3-yl)-4,5-dihydrooxazole-5-carboxylate C1CCC2=C(C=3CCCC3C=C12)NC=1OC(CN1)(C(=O)OCC)C=1C=NC=CC1